C1(CC1)C1=NC=NC(=C1C1=NC(=C2NC=NC2=N1)N(C1CCOCC1)CC1=CC=C(C=C1)C=1N(C=C(N1)C(F)(F)F)C(C)C)OC 2-(4-cyclopropyl-6-methoxypyrimidin-5-yl)-N-(4-(1-isopropyl-4-(trifluoromethyl)-1H-imidazol-2-yl)benzyl)-N-(tetrahydro-2H-pyran-4-yl)-7H-purin-6-amine